NC1=CC(=C(C=N1)N1CCN(CC1)C(=O)C1=NC=C(C(=C1)OC)OC1=CC=C(C=C1)F)OC 4-(6-Amino-4-methoxy-pyridin-3-yl)-piperazin-1-yl-[5-(4-fluoro-phenoxy)-4-methoxy-pyridin-2-yl]-methanone